ClC1=NC(=CC(=C1N(C)C)Cl)C 2,4-dichloro-N,N,6-trimethyl-pyridin-3-amine